3-[2-(dimethylamino)ethyl]-N-methyl-1H-indole-5-methanesulfonamide succinate C(CCC(=O)O)(=O)O.CN(CCC1=CNC2=CC=C(C=C12)CS(=O)(=O)NC)C